OC=1C=C(OC(C(=O)OC)C)C=CC1C1=NC(=NC(=N1)C1=C(C=C(C=C1)OC(C(=O)OC)C)O)C1=CC=C(C=C1)OC methyl 2-[3-hydroxy-4-[4-[2-hydroxy-4-(2-methoxy-1-methyl-2-oxo-ethoxy)phenyl]-6-(4-methoxyphenyl)-1,3,5-triazin-2-yl]phenoxy]propanoate